N1(C=NC2=C1C=CC=C2)C2=C(C=C(C=C2)NC(CC2=C(C=CC=C2)Cl)=O)S(N)(=O)=O N-[4-(1H-benzimidazol-1-yl)-3-sulfamoylphenyl]-2-(2-chlorophenyl)acetamide